5-(4-((3-ethyl-2-oxo-2,3-dihydro-1H-pyrimido[4,5,6-de]quinazolin-8-yl)methyl)piperazin-1-yl)-6-fluoro-N-methylpyridinamide C(C)N1C(NC2=CC(=CC=3C2=C1N=CN3)CN3CCN(CC3)C=3C=CC(=NC3F)C(=O)NC)=O